beta-alanine hydrobromide Br.NCCC(=O)O